C1(CC1)C1=CC=C(C(N1C=1C=NC(=CC1C)C(F)(F)F)=O)C(=O)O 6-cyclopropyl-1-[4-methyl-6-(trifluoromethyl)-3-pyridyl]-2-oxo-pyridine-3-carboxylic acid